4-{[(2,4-difluorophenyl)methyl]amino}azepane-1-carboxylic acid tert-butyl ester C(C)(C)(C)OC(=O)N1CCC(CCC1)NCC1=C(C=C(C=C1)F)F